OC1=CC=C2[C@H]([C@H](COC2=C1)C1=CC=C(C=C1)OC)C1=CC=C(C=C1)N1CCC(CC1)C=O 1-(4-((3S,4R)-7-hydroxy-3-(4-methoxyphenyl)chroman-4-yl)phenyl)piperidine-4-carbaldehyde